ClC=1C(=NC(=NC1)N1CCN(CC1)C=1C=C2CN(C(C2=CC1)=O)[C@H]1C(NC(CC1)=O)=O)NC=1C=C2C=C(C(N(C2=CC1)C)=O)OCC(=O)NC (R)-2-((6-((5-chloro-2-(4-(2-(2,6-dioxopiperidin-3-yl)-1-oxoisoindolin-5-yl)piperazin-1-yl)pyrimidin-4-yl)amino)-1-methyl-2-oxo-1,2-dihydroquinolin-3-yl)oxy)-N-methylacetamide